2-Methylmercaptoethylamine CSCCN